6-chloro-1-methyl-4-[4-(5-methyl-1,3-benzoxazol-2-yl)piperidin-1-yl]-2-oxo-7-{[(3R)-oxolane-3-yl]methoxy}-1,2-dihydroquinoline-3-carboxamide ClC=1C=C2C(=C(C(N(C2=CC1OC[C@H]1COCC1)C)=O)C(=O)N)N1CCC(CC1)C=1OC2=C(N1)C=C(C=C2)C